ruthenium-tellurium [Te].[Ru]